FC(C=1C=NC=CN1)(F)F 3-trifluoromethylpyrazine